C(C1=CC=CC=C1)C=1NC(=NN1)C(=O)NC1=NC=CC(=C1)C1=C(C=CC(=C1)C1CC1)OC 5-benzyl-N-(4-(5-cyclopropyl-2-methoxyphenyl)pyridin-2-yl)-4H-1,2,4-triazole-3-formamide